CC(C)=CC(C=C(C)C)=O.[Fe] Iron phorone